4-((S)-3-phenylisoxazolidin-2-yl)-N-(1-(((R)-tetrahydrofuran-2-yl)methyl)-1H-pyrazole-4-yl)-5-(trifluoromethyl)pyrimidin-2-amine C1(=CC=CC=C1)[C@H]1N(OCC1)C1=NC(=NC=C1C(F)(F)F)NC=1C=NN(C1)C[C@@H]1OCCC1